C(C=CC1=CC=CC=C1)(=O)C=1C(OC2=CC=CC=C2C1)=O cinnamoyl-2-oxo-2H-chromene